NC1=C(C2=CC=CC=C2C=C1)N=NC=1C=C(C(=CC1)C=CC=1C(=CC(=CC1)N=NC1=C(C=CC2=CC=CC=C12)N)S(=O)(=O)O)S(=O)(=O)O 4,4'-Bis(2-Amino-1-Naphthylazo)-2,2'-stilbene-disulfonic acid